1-(6-(((1S,3S)-3-((5-Methylpyrazin-2-yl)amino)cyclopentyl)amino)pyridin-3-yl)quinolin-2(1H)-one CC=1N=CC(=NC1)N[C@@H]1C[C@H](CC1)NC1=CC=C(C=N1)N1C(C=CC2=CC=CC=C12)=O